methyl ((2S,E)-7-(dimethylamino)-1-((1-((4-(1-hydroxy-2-methylpropyl)-1H-benzo[d]imidazol-2-yl)methyl)-2-oxo-1,2-dihydropyridin-3-yl)amino)-1,7-dioxohept-5-en-2-yl)carbamate CN(C(/C=C/CC[C@@H](C(=O)NC=1C(N(C=CC1)CC1=NC2=C(N1)C=CC=C2C(C(C)C)O)=O)NC(OC)=O)=O)C